dihydro-5H-pyrrolo[1,2-a]imidazol N1C=2N(CC1)CCC2